tert-butyl 3-[3-[tert-butyl(dimethyl)silyl]oxy-2-[[2-[3-[[5-[[(1S)-1-methoxycarbonyl-4,4-dimethyl-pentyl]carbamoyl]-2-pyridyl]oxy]phenoxy]acetyl]amino] propoxy]azetidine-1-carboxylate [Si](C)(C)(C(C)(C)C)OCC(COC1CN(C1)C(=O)OC(C)(C)C)NC(COC1=CC(=CC=C1)OC1=NC=C(C=C1)C(N[C@@H](CCC(C)(C)C)C(=O)OC)=O)=O